CC=1C(=CC=2N(N1)C(=CN2)C2=CC(NC1=CC=CC=C21)=O)C2=CC=C(C=C2)N2CCNCC2 4-(6-Methyl-7-(4-(piperazin-1-yl)phenyl)imidazo[1,2-b]pyridazin-3-yl)quinolone